BrC1=CC(=C(C=C1F)N1CC(N(CC1)C)C)[N+](=O)[O-] 4-(4-bromo-5-fluoro-2-nitrophenyl)-1,2-dimethylpiperazine